CC1(C(CNC1)CNS(=O)(=O)C)C N-[(4,4-dimethylpyrrolidin-3-yl)methyl]Methanesulfonamide